C12CN(CC(CC1)N2)C=2C1=C(N=C(N2)OCC2(CC2)CN2CCC(CC2)=NOC)C(=C(N=C1)C1=CC(=CC2=CC=C(C(=C12)C#C)F)N)F 4-[4-(3,8-diazabicyclo[3.2.1]octane-3-yl)-8-Fluoro-2-[[1-[(4-methoxyimino-1-piperidinyl)methyl]cyclopropyl]methoxy]pyrido[4,3-d]pyrimidin-7-yl]-5-ethynyl-6-fluoro-naphthalen-2-amine